(R)-5-amino-2-methyl-N-(1-(1-methyl-1H-indol-3-yl)ethyl)benzamide NC=1C=CC(=C(C(=O)N[C@H](C)C2=CN(C3=CC=CC=C23)C)C1)C